bismuth zinc citrate C(CC(O)(C(=O)[O-])CC(=O)[O-])(=O)[O-].[Zn+2].[Bi+3]